9,9-diphenylxanthene-3,6-diol C1(=CC=CC=C1)C1(C2=CC=C(C=C2OC=2C=C(C=CC12)O)O)C1=CC=CC=C1